2-(2-(4-(2-methyl-3-(pyrido[3,4-b]pyrazin-5-ylamino)phenyl)indoline-1-carbonyl)-6,7-dihydrothiazolo[5,4-c]pyridin-5(4H)-yl)acetic acid CC1=C(C=CC=C1NC1=NC=CC=2C1=NC=CN2)C2=C1CCN(C1=CC=C2)C(=O)C=2SC=1CN(CCC1N2)CC(=O)O